2-fluoro-N-(6-(3-methyl-1H-pyrrolo[2,3-b]pyridin-5-yl)imidazo[1,2-a]pyridin-2-yl)cyclopropane-1-carboxamide FC1C(C1)C(=O)NC=1N=C2N(C=C(C=C2)C=2C=C3C(=NC2)NC=C3C)C1